3-(benzyloxy)-4-bromobenzoic acid methyl ester COC(C1=CC(=C(C=C1)Br)OCC1=CC=CC=C1)=O